C(C)OC(C(C)(C)OC1=CC=C(C=C1)C1=C(C(=CC(=C1)Cl)Cl)N)=O 2-[(2'-amino-3',5'-dichloro[1,1'-biphenyl]-4-yl)oxy]-2-methylpropanoic acid ethyl ester